C(C)(C)(C)OC(=O)N1CC=2C(=NN3C2C(NCC3)=O)CC1C 3-methyl-10-oxo-3,4,7,8,9,10-hexahydropyrido[4',3':3,4]Pyrazolo[1,5-a]Pyrazine-2(1H)-carboxylic acid tert-butyl ester